C(#N)C=1C=CC(=C(C1)C=1C(=CC(N(C1)C)=O)C(=O)O)OC 5-(5-cyano-2-methoxyphenyl)-1-methyl-2-oxo-1,2-dihydropyridine-4-carboxylic acid